[1-[4-[Methyl(tetrahydropyran-4-yl)amino]-5-oxido-6,7-dihydrothieno[3,2-d]pyrimidin-5-ium-2-yl]azetidin-3-yl]-4-(morpholin-4-carbonyl)benzoat CN(C=1C2=C(N=C(N1)N1CC(C1)OC(C1=CC=C(C=C1)C(=O)N1CCOCC1)=O)CC[S+]2[O-])C2CCOCC2